2,3-dihydro-1H-inden-5-yl-acrylic acid C1CCC2=CC(=CC=C12)C(C(=O)O)=C